Cl.Cl.Cl.N1=CC=CC2=CC=CC(=C12)C=1C=C2CCN(C2=CC1)CC=1C(=NC(=NC1)N)N 5-((5-(quinolin-8-yl)indolin-1-yl)methyl)pyrimidine-2,4-diamine trihydrochloride